4-[3-methoxy-5-[(1R)-1-[[2-methyl-5-(1-methyl-4-piperidyl)benzoyl]amino]ethyl]phenyl]thiophene-2-carboxylic acid COC=1C=C(C=C(C1)[C@@H](C)NC(C1=C(C=CC(=C1)C1CCN(CC1)C)C)=O)C=1C=C(SC1)C(=O)O